3-(azetidine-3-ylidene)azetidine-1-carboxylate N1CC(C1)=C1CN(C1)C(=O)[O-]